Methyl (2-bromo-4-chloro-3-fluorophenyl)acetate BrC1=C(C=CC(=C1F)Cl)CC(=O)OC